N-tert-butoxycarbonyl-4-oxo-3-pyrrolidone ethyl-formate C(C)OC=O.C(C)(C)(C)OC(=O)N1CC(C(C1)=O)=O